CC1=C(C=CC(=C1C=1C=C2C(=NC1)NC(=N2)C=2C(=NC(=CC2)N2CCN(CC2)C)C)C)O 2,4-dimethyl-3-(2-(2-methyl-6-(4-methylpiperazin-1-yl)pyridin-3-yl)-3H-imidazo[4,5-b]pyridin-6-yl)phenol